CN1C[C@@H]([C@H](CC1)C=1SC2=C(N1)C=C(C=C2)[C@@H]2NC[C@H](CC2)C)C |o1:3,4| 2-[rel-(3R,4S)-1,3-dimethyl-4-piperidyl]-5-[(2R,5S)-5-methyl-2-piperidyl]-1,3-benzothiazole